1-[3-(5-{[(5-Chlorothiophen-2-yl)methyl]amino}-1-(5-methylfuran-3-carbonyl)-1H-pyrazol-3-yl)piperazin-1-yl]-2,2-dimethylpropan-1-on ClC1=CC=C(S1)CNC1=CC(=NN1C(=O)C1=COC(=C1)C)C1CN(CCN1)C(C(C)(C)C)=O